(1S,2S,4R)-4-((4-(2-hydroxy-4-(trifluoromethyl)phenyl)phthalazin-1-yl)amino)cyclohexane OC1=C(C=CC(=C1)C(F)(F)F)C1=NN=C(C2=CC=CC=C12)NC1CCCCC1